(S)-1-(3-((6-((5-(2-(4-bromophenyl)-2H-tetrazol-5-yl)thiazol-2-yl)amino)-4-(morpholinomethyl)pyridin-2-yl)amino)piperidin-1-yl)prop-2-en-1-one BrC1=CC=C(C=C1)N1N=C(N=N1)C1=CN=C(S1)NC1=CC(=CC(=N1)N[C@@H]1CN(CCC1)C(C=C)=O)CN1CCOCC1